(7R)-8-cyclopentyl-7-ethyl-5-methyl-2-[3-[2-[2-(4-piperidyloxy)ethoxy]ethoxy]anilino]-7H-pteridin-6-one C1(CCCC1)N1[C@@H](C(N(C=2C=NC(=NC12)NC1=CC(=CC=C1)OCCOCCOC1CCNCC1)C)=O)CC